(S)-2-(2,5-difluoro-4-(6-((2,4,5-trifluorobenzyl)oxy)pyridin-2-yl)benzyl)-1-(4,4-dimethyltetrahydrofuran-3-yl)-1H-benzo[d]imidazole-6-carboxylic acid FC1=C(CC2=NC3=C(N2[C@@H]2COCC2(C)C)C=C(C=C3)C(=O)O)C=C(C(=C1)C1=NC(=CC=C1)OCC1=C(C=C(C(=C1)F)F)F)F